N-(methoxymethyl)-N-(trimethylsilylmethyl)aniline COCN(C1=CC=CC=C1)C[Si](C)(C)C